3-fluorophenethyl-ammonium bromide [Br-].FC=1C=C(CC[NH3+])C=CC1